ClC=1C=C(OC(CN)C)C=CC1 2-(3-chlorophenoxy)propan-1-amine